C(C)(=O)N([C@H](CCC(=O)N[C@@H](C)C(=O)O)C(N)=O)C1[C@H](N)[C@@H](O[C@@H](C(=O)O)C)[C@H](O)[C@H](O1)CO N-acetyl-muramyl-D-isoglutaminyl-L-alanine